(1S,3S)-3-((6-(5-(((((S)-1-cyclopropylethoxy)carbonyl)amino)methyl)-1-methyl-1H-1,2,3-triazol-4-yl)-2-methylpyridin-3-yl)oxy)cyclohexane-1-carboxylic acid C1(CC1)[C@H](C)OC(=O)NCC1=C(N=NN1C)C1=CC=C(C(=N1)C)O[C@@H]1C[C@H](CCC1)C(=O)O